2-((5-chloro-2,3-dihydro-1H-inden-2-yl)amino)-N-(1-oxoprop-2-yl)pyrimidine-5-carboxamide ClC=1C=C2CC(CC2=CC1)NC1=NC=C(C=N1)C(=O)NC(C=O)C